(2S,4R)-4-hydroxy-2-((4-(4-methylthiazol-5-yl)benzyl)carbamoyl)pyrrol OC=1C=C(NC1)C(NCC1=CC=C(C=C1)C1=C(N=CS1)C)=O